O1C(OCC1)CCCC1=CC(=NC(=N1)C1=CC=C(C=C1)N1N=CC=C1)C(=O)N1CCN(CC1)S(=O)(=O)C (6-(3-(1,3-dioxolan-2-yl)propyl)-2-(4-(1H-pyrazol-1-yl)phenyl)pyrimidine-4-yl)(4-(methylsulfonyl)piperazin-1-yl)methanone